5-trifluoromethyl-1,3-dioxane FC(C1COCOC1)(F)F